O=C1NC(CCC1N1C(C2=CC=CC(=C2C1=O)NCC=1C=NN(C1)C1(CCN(CC1)C(=O)C1(CCC1)C)C)=O)=O 2-(2,6-dioxopiperidin-3-yl)-4-(((1-(4-methyl-1-(1-methylcyclobutane-1-carbonyl)piperidin-4-yl)-1H-pyrazol-4-yl)methyl)amino)isoindoline-1,3-dione